C(C)SC=1C2=C(C=NC1C1=NC=3C(=NC=C(C3)C(F)(F)F)N1C)N=CS2 7-(ethylsulfanyl)-6-[3-methyl-6-(trifluoromethyl)-3H-imidazo[4,5-b]pyridin-2-yl][1,3]thiazolo[4,5-c]pyridine